tert-butyl 6-(morpholinylmethyl)-2-(methoxymethoxy)-3-vinylbenzoate N1(CCOCC1)CC1=CC=C(C(=C1C(=O)OC(C)(C)C)OCOC)C=C